N-methyl-4-(trifluoromethyl)pyridine-2-thiocarboxamide CNC(=S)C1=NC=CC(=C1)C(F)(F)F